C(C1=CC=CC=C1)OC1=NC(=CC=C1N1C(C2=CC=CC(=C2C1)N[C@H]1CO[C@H]2[C@@H]1OC[C@@H]2NC(OC(C)(C)C)=O)=O)OCC2=CC=CC=C2 tert-butyl N-[(3S,3aR,6S,6aR)-6-({2-[2,6-bis(benzyloxy)pyridin-3-yl]-1-oxo-3H-isoindol-4-yl}amino)-hexahydrofuro[3,2-b]furan-3-yl]carbamate